N-benzyl-cyclohexanediamine nickel [Ni].C(C1=CC=CC=C1)NC1(CCCCC1)N